FC1=C(C(=C(C(=C1F)F)F)F)[B-](C1=C(C(=C(C(=C1F)F)F)F)F)(C1=C(C(=C(C(=C1F)F)F)F)F)C1=C(C(=C(C(=C1F)F)F)F)F.C(CCCCCCCCCCCCC)[NH+](CCCCCCCCCC)C1=C(C=CC=C1)C N-tetradecyl-N-decyl-toluylammonium [tetrakis(perfluorophenyl) borate]